FC=1C(=C(C=CC1)C=1CCN(CC1)C[C@@H](CCNC(=O)N1CC2=NC=CC=C2C1)O)OC (R)-N-(4-(4-(3-Fluoro-2-methoxyphenyl)-3,6-dihydropyridin-1(2H)-yl)-3-hydroxybutyl)-5,7-dihydro-6H-pyrrolo[3,4-b]pyridine-6-carboxamide